3-(4-chlorophenyl)-1-(4-trifluoromethoxyphenyl)-4,5-dihydro-1H-pyrazol-5-ethanone ClC1=CC=C(C=C1)C1=NN(C(C1)CC=O)C1=CC=C(C=C1)OC(F)(F)F